(R)-5-chloro-4-(1H-indol-3-yl)-N-(1-(2-(piperidin-4-yl)ethyl)pyrrolidin-3-yl)pyrimidin-2-amine ClC=1C(=NC(=NC1)N[C@H]1CN(CC1)CCC1CCNCC1)C1=CNC2=CC=CC=C12